COC1=CC=C(C=C1)C(C)(C)C=1N=C(SC1)NC(=O)NCCS(=O)(=O)C 1-(4-(2-(4-methoxyphenyl)propan-2-yl)thiazol-2-yl)-3-(2-(methylsulfonyl)-ethyl)urea